N,N-diisopropylacetamidine C(C)(C)N(C(C)=N)C(C)C